3-(Phenylthio)isonicotinic acid ethyl ester C(C)OC(C1=C(C=NC=C1)SC1=CC=CC=C1)=O